racemic-1-(3,4-dimethylphenyl)-4-(4-(3-(4-methoxyphenyl)-1,2,4-oxadiazol-5-yl)piperidine-1-carbonyl)pyrrolidin-2-one CC=1C=C(C=CC1C)N1C(C[C@H](C1)C(=O)N1CCC(CC1)C1=NC(=NO1)C1=CC=C(C=C1)OC)=O |r|